C(C1=CC=CC=C1)(=O)OC\N=C\1/N(C(C[C@](N1)(C1=CC2=C(SC3=C2C=C(C=C3)C#CC)C=C1)C)=O)C (S,Z)-((1,4-Dimethyl-6-oxo-4-(8-(prop-1-yn-1-yl)dibenzo[b,d]thiophen-2-yl)tetrahydropyrimidin-2(1H)-ylidene)amino)methyl benzoate